racemic-2-amino-4-phenyl-butanol N[C@@H](CO)CCC1=CC=CC=C1 |r|